p-hydroxybenzoic acid heptyl ester CCCCCCCOC(=O)C1=CC=C(C=C1)O